4-heptyl-4'-bromobiphenyl C(CCCCCC)C1=CC=C(C=C1)C1=CC=C(C=C1)Br